C1=CC=CC=2C3=CC=CC=C3C(C12)COC(=O)N[C@H]1CCC2=CC=CC=3C[C@H](N(C1=O)C32)C(=O)O (2S,11S)-11-([[(9H-fluoren-9-yl)methoxy]carbonyl]amino)-12-oxo-1-azatricyclo[6.4.1.0[4,13]]trideca-4(13),5,7-triene-2-carboxylic acid